8-acetyl-2-(4-fluorophenyl)-3,6-dimethylquinazolin-4(3H)-one C(C)(=O)C=1C=C(C=C2C(N(C(=NC12)C1=CC=C(C=C1)F)C)=O)C